1H-oxepino[3,4-c]pyrazole-3-carboxamide N1N=C(C=2C1=COC=CC2)C(=O)N